(R)-N-(3,3-difluoro-1-(oxetan-3-yl-3-d)piperidin-4-yl)-6-fluoro-5-(1-(2-fluoroethyl)-1H-benzo[d][1,2,3]triazol-6-yl)-4-methoxypyrrolo[2,1-f][1,2,4]triazin-2-amine FC1(CN(CC[C@H]1NC1=NN2C(C(=N1)OC)=C(C(=C2)F)C=2C=CC1=C(N(N=N1)CCF)C2)C2(COC2)[2H])F